N[C@@H](CCCCCC(=O)C1=NOC=C1)C=1NC=C(N1)C=1C=C2C=CC(N(C2=CC1)C)=O (S)-6-(2-(1-amino-7-(isoxazol-3-yl)-7-oxoheptyl)-1H-imidazol-4-yl)-1-methylquinolin-2(1H)-one